5-methyl-1-phenyl-pyrazol-3-ol CC1=CC(=NN1C1=CC=CC=C1)O